2-amino-4-[4-(2-methoxyethoxy)phenyl]-6-(3-pyridylmethylthio)pyridine-3,5-dicarbonitrile NC1=NC(=C(C(=C1C#N)C1=CC=C(C=C1)OCCOC)C#N)SCC=1C=NC=CC1